(Z)-α-(methoxyimino)furan-2-acetic acid CO\N=C(/C(=O)O)\C=1OC=CC1